CC1=C(C#N)C=CC=C1[C@@H](C)NC1=C2C(=C(N=N1)C)C=NC(=C2)N2C[C@H](CC2)NC 2-methyl-3-((R)-1-((4-methyl-7-((S)-3-(methylamino)pyrrolidin-1-yl)pyrido[3,4-d]pyridazin-1-yl)amino)ethyl)benzonitrile